N-(3-Cyanobenzyl)-2-ethynylthiazole-4-carboxamide C(#N)C=1C=C(CNC(=O)C=2N=C(SC2)C#C)C=CC1